C1[C@@H]([C@H](O[C@H]1N2C=C(C(=O)NC2=O)CO[C@H]3[C@@H]([C@H]([C@@H]([C@H](O3)CO)O)O)O)COP(=O)(O)O)O The molecule is a pyrimidine 2'-deoxyribonucleoside 5'-monophosphate having beta-D-glucopyranosyloxymethyluracil (base J) as the nucleobase It has a role as a eukaryotic metabolite. It is a pyrimidine 2'-deoxyribonucleoside 5'-monophosphate and a beta-D-glucoside. It derives from a 5-hydroxymethyluracil.